C(N)(=N)C1=CC=C(C=C1)CN(C1=C(C(=NN1C(C1=C(C=CC=C1)F)=O)C1C(N(CCC1)C(=O)N(C)C)C(F)(F)F)OC)C 3-(5-{[(4-Carbamimidoylphenyl)methyl](methyl)amino}-1-(2-fluorobenzoyl)-4-methoxy-1H-pyrazol-3-yl)-N,N-dimethyl-2-(trifluoromethyl)piperidin-1-carboxamid